2-((5-bromopyrimidin-2-yl)amino)-4-((2-phenoxyethyl)(4-(5,6,7,8-tetrahydro-1,8-naphthyridin-2-yl)butyl)amino)butanoic acid BrC=1C=NC(=NC1)NC(C(=O)O)CCN(CCCCC1=NC=2NCCCC2C=C1)CCOC1=CC=CC=C1